[3-Methyl-2-oxo-4-(4-piperidylmethyl)benzimidazol-1-yl]piperidine-2,6-dione CN1C(N(C2=C1C(=CC=C2)CC2CCNCC2)N2C(CCCC2=O)=O)=O